C(C)(C)(C)OC(=O)N1C(CCC1)C1=NNC=C1 (1H-pyrazol-3-yl)pyrrolidine-1-carboxylic acid tert-butyl ester